(2R)-2-methyl-4-(2-methylpropan-2-en-1-yl)piperidine-1,4-dicarboxylic acid 1-tert-butyl ester 4-methyl ester COC(=O)C1(C[C@H](N(CC1)C(=O)OC(C)(C)C)C)CC(=C)C